tert-butyl 5-bromo-7-methyl-4-(((tetrahydro-2H-pyran-2-yl)oxy)methyl)-1H-indole-1-carboxylate BrC=1C(=C2C=CN(C2=C(C1)C)C(=O)OC(C)(C)C)COC1OCCCC1